NC1=NC(=CC(=C1)C[C@@H]1[C@H](N(C1=O)C(=O)N[C@H](CC)C1=C(C=CC(=C1)F)F)C(=O)N(C)C=1C=NN(C1)C)C (2S,3R)-3-((2-amino-6-methylpyridin-4-yl)methyl)-N2-(1-methyl-1H-pyrazol-4-yl)-N1-((R)-1-(2,5-difluorophenyl)propyl)-N2-methyl-4-oxoazetidine-1,2-dicarboxamide